(E)-N-Isopropyl-2-((2-(4-(2-(pyridin-4-yl)vinyl)-[2,4'-bipyrimidin]-2'-yl)isoindolin-5-yl)oxy)acetamide C(C)(C)NC(COC=1C=C2CN(CC2=CC1)C1=NC=CC(=N1)C1=NC=CC(=N1)\C=C\C1=CC=NC=C1)=O